tert-butyl 4-(4-bromo-2,6-dimethylphenyl)piperazine-1-carboxylate BrC1=CC(=C(C(=C1)C)N1CCN(CC1)C(=O)OC(C)(C)C)C